CC(C(=O)O)CC(C(=O)O)=C 2-methyl-4-methylene-pentanedioic acid